FC1=C(C=C(C=C1)F)C1COC2=CC(=CC=C2C1C1=CC=C(C=C1)N1CCC(CC1)C=O)O 1-(4-(3-(2,5-difluorophenyl)-7-hydroxychroman-4-yl)phenyl)piperidine-4-carbaldehyde